4-ethyl-2-(8-fluoro-3-quinolyl)-6,6-dimethyl-4-(2-methylallyl)-5H-1,3-oxazine C(C)C1(N=C(OC(C1)(C)C)C=1C=NC2=C(C=CC=C2C1)F)CC(=C)C